(S)-1-(3,3-difluoro-1-(5H-pyrrolo[2,3-b]pyrazin-2-yl)piperidin-4-yl)-1-methyl-3-(1-methyl-2-oxo-5-(trifluoromethyl)-1,2-dihydropyridin-3-yl)urea FC1(CN(CC[C@@H]1N(C(=O)NC=1C(N(C=C(C1)C(F)(F)F)C)=O)C)C=1N=C2C(=NC1)NC=C2)F